C(C)(C)(C)OC(=O)N1CCC(CC1)NC1=CC(=C(C=C1)C)C(N[C@H](C)C1=CC=CC2=CC=CC=C12)=O Tert-butyl-(R)-4-((4-methyl-3-((1-(naphthalen-1-yl)ethyl)carbamoyl)phenyl)amino)piperidine-1-carboxylate